C12CN(CC2C1)C(COCC1=CC=C(C=N1)C1=CC=2C3=C(N=NC2C=C1)N(C(N3C(C)C)=O)C)C 8-(6-((2-(3-azabicyclo[3.1.0]hexan-3-yl)propoxy)methyl)pyridin-3-yl)-1-isopropyl-3-methyl-1H-imidazo[4,5-c]cinnolin-2(3H)-one